FC=1C=C(C=CC1)C=1C(=NN(C1C(=O)O)C=1SC=C(N1)C1CCC(CC1)C(F)(F)F)C 4-(3-fluorophenyl)-3-methyl-1-(4-(4-(trifluoromethyl)cyclohexyl)thiazol-2-yl)-1H-pyrazole-5-carboxylic acid